N-(3-(2-(1,1-difluoroethyl)-7-(methylthio)-2,3-dihydro-[1,4]dioxino[2,3-c]pyridin-5-yl)-1-(methyl-d3)-1H-pyrrolo[2,3-c]pyridin-5-yl)acetamide FC(C)(F)C1OC2=C(C(=NC(=C2)SC)C2=CN(C3=CN=C(C=C32)NC(C)=O)C([2H])([2H])[2H])OC1